C(CCC)OC1=NN2C(C(=N1)N)=NC=C2CC=2C=NC(=CC2Cl)N2CCNCC2 2-butoxy-7-((4-chloro-6-(piperazin-1-yl)pyridin-3-yl)methyl)imidazo[2,1-f][1,2,4]triazin-4-amine